BrC=1C=CC=2N(C1)C=NC2C(=O)N=CN(C)C 6-bromo-N-[(dimethylamino)methylidene]imidazo[1,5-a]pyridine-1-carboxamide